COCC1=CC2=C(N(C=CN2C)C2CCNCC2)N=C1 7-(methoxymethyl)-1-methyl-4-(piperidin-4-yl)-1,4-dihydropyrido[2,3-b]pyrazine